6-(3-methoxytetrahydrofuran-3-yl)-4-methylpyridine COC1(COCC1)C1=CC(=CC=N1)C